(2S,4R)-4-methoxy-1-(2-methoxyethyl)pyrrolidine-2-carboxylic acid methyl ester COC(=O)[C@H]1N(C[C@@H](C1)OC)CCOC